FC1=CC=C(C=C1)C=1C(=NC2=CC(=CC(=C2C1)C(C)NC1=C(C(=O)O)C=CC=C1)C)C=1C=NC=NC1 2-((1-(3-(4-fluorophenyl)-7-methyl-2-(pyrimidin-5-yl)quinolin-5-yl)ethyl)amino)benzoic acid